Methyl 3-(((tert-butoxycarbonyl)(2-phenylcyclopropyl)amino)methyl)benzoate C(C)(C)(C)OC(=O)N(C1C(C1)C1=CC=CC=C1)CC=1C=C(C(=O)OC)C=CC1